C(C)N1\C(\C=CC=C1)=N\C(=O)C1(COC1)C N-[(2E)-1-ethylpyridine-2(1H)-ylidene]-3-methyloxetane-3-carboxamide